Butyl-4-((3-fluoropyridin-4-yl)amino)piperidine-1-carboxylate C(CCC)OC(=O)N1CCC(CC1)NC1=C(C=NC=C1)F